COC1=NC=C(C=C1C)C=C 2-methoxy-3-methyl-5-vinylpyridine